N1C=CC2=CC(=CC=C12)C=O 1H-INDOLE-5-CARBOXALDEHYDE